[SiH3]C1=C(C2=C(SC3=C2C=CC=C3)C=C1)[SiH3] Disilyldibenzothiophen